tert-Butyl-((3R,5R)-1-(2-(6-bromo-1-(cyclopropylmethyl)-1H-indol-2-yl)-3-methylpyrazolo[1,5-a]pyridine-6-carbonyl)-5-fluoropiperidin-3-yl)carbamate C(C)(C)(C)OC(N[C@H]1CN(C[C@@H](C1)F)C(=O)C=1C=CC=2N(C1)N=C(C2C)C=2N(C1=CC(=CC=C1C2)Br)CC2CC2)=O